C1(=CC=C(C=C1)CON1CC2=CC(=CC=C2C[C@H]1C(=O)NS(=O)(=O)C1=CC(=C(C=C1)Cl)[N+](=O)[O-])OCCC)C1=CC=CC=C1 (S)-2-([1,1'-biphenyl]-4-ylmethoxy)-N-((4-chloro-3-nitrophenyl)sulfonyl)-7-propoxy-1,2,3,4-tetrahydroisoquinoline-3-carboxamide